(2S,3R)-N-(3-aminopropyl)-3-((tert-butyldimethylsilyl)oxy)-N-(3-chloro-4-fluorophenyl)-1-(6-methyl-4-(trifluoromethyl)pyridin-2-yl)pyrrolidine-2-carboxamide NCCCN(C(=O)[C@H]1N(CC[C@H]1O[Si](C)(C)C(C)(C)C)C1=NC(=CC(=C1)C(F)(F)F)C)C1=CC(=C(C=C1)F)Cl